(±)-4-(3-(2-Bromoacetyl)-5-((1R,2R)-2-(2-cyanoethyl)cyclopropyl)-2-methyl-1H-pyrrol-1-yl)benzonitrile BrCC(=O)C1=C(N(C(=C1)[C@H]1[C@@H](C1)CCC#N)C1=CC=C(C#N)C=C1)C |r|